tris(chloroiso-propyl)phosphate ClC(C)(C)OP(=O)(OC(C)(C)Cl)OC(C)(C)Cl